tert-butyl (R)-3-((2-((2-(dimethylamino)ethyl)amino)quinolin-6-yl)oxy)-2-hydroxy-propanoate CN(CCNC1=NC2=CC=C(C=C2C=C1)OC[C@H](C(=O)OC(C)(C)C)O)C